CC1=NN=C2N1C=C(C=C2)C2=CC=C(C=C2)S(=O)(=O)N2CCC(CC2)NC2=NC=C(C=C2)S(F)(F)(F)(F)F N-[1-(4-{3-methyl-[1,2,4]triazolo[4,3-a]pyridin-6-yl}benzenesulfonyl)piperidin-4-yl]-5-(pentafluoro-λ6-sulfanyl)pyridin-2-amine